[Cl-].N1=C(C=CC=C1)C1=NC=CC=C1.N1=C(C=CC=C1)C1=NC=CC=C1.N1=C(C=CC=C1)C1=NC=CC=C1.[Ru+2].[Cl-] ruthenium (II) tris(2,2'-bipyridine) chloride